2-imino-3-(2-methoxy-5-methylphenyl)thiazolidin-4-one tert-butyl-(2R,6S)-4-{8-[(7-fluoro-2-methylindazol-5-yl)carbamoyl]-2-methoxyquinazolin-5-yl}-2,6-dimethylpiperazine-1-carboxylate C(C)(C)(C)OC(=O)N1[C@@H](CN(C[C@@H]1C)C1=C2C=NC(=NC2=C(C=C1)C(NC1=CC2=CN(N=C2C(=C1)F)C)=O)OC)C.N=C1SCC(N1C1=C(C=CC(=C1)C)OC)=O